C(CCCCCCC)OC(CCC1=CC(=C(C(=C1)C(C)(C)C)O)N1N=C2C(=N1)C=CC=C2)=O 3-(2H-benzotriazolyl)-5-(1,1-dimethylethyl)-4-hydroxy-benzenepropanoic acid octyl ester